(4-(8-chloro-7-((2-methyl-1H-benzo[d]imidazol-6-yl)oxy)quinoxalin-2-yl)-1H-pyrazol-1-yl)-1-methylcyclobutanol ClC=1C(=CC=C2N=CC(=NC12)C=1C=NN(C1)C1C(CC1)(O)C)OC=1C=CC2=C(NC(=N2)C)C1